(2-(4-(tert-butyl)phenyl)-2-thiocyanovinyl) (phenyl) selenoether C1(=CC=CC=C1)[Se]C=C(SC#N)C1=CC=C(C=C1)C(C)(C)C